4-trifluoromethylcarbonylthiotetrahydrothiophene-1,1-dioxide FC(C(=O)SC1CCS(C1)(=O)=O)(F)F